(S)-5-(2-amino-[1,2,4]triazolo[1,5-a]pyridin-7-yl)-N-(7-fluoro-1,2,3,4-tetrahydronaphthalen-1-yl)-1-methyl-1H-indole-3-carboxamide NC1=NN2C(C=C(C=C2)C=2C=C3C(=CN(C3=CC2)C)C(=O)N[C@H]2CCCC3=CC=C(C=C23)F)=N1